non-2-en-3-carboxamide CC=C(CCCCCC)C(=O)N